tert-Butyl 6-(2-(5,6,7,8-tetrahydro-1,8-naphthyridin-2-yl)ethyl)-2-azaspiro[3.3]heptane-2-carboxylate N1=C(C=CC=2CCCNC12)CCC1CC2(CN(C2)C(=O)OC(C)(C)C)C1